FC1(CC(C1)CS(=O)(=O)NC1=C(C=C(C=C1)C1=NC=2C=NC(=NC2N(C1=O)C(C)C)NC1CC(C(CC1)N(C)C)F)F)F 1-(3,3-Difluorocyclobutyl)-N-(4-(2-((4-(dimethylamino)-3-fluorocyclohexyl)amino)-8-isopropyl-7-oxo-7,8-dihydropteridin-6-yl)-2-fluorophenyl)methanesulfonamide